2,3,4-trihydroxyphenol OC1=C(C=CC(=C1O)O)O